C(#N)C1=CC=C(CCSC2=CC=C(C(=O)NC3=CC(=C(C=C3)O)S(=O)(=O)C)C=C2)C=C1 4-((4-Cyanophenethyl)thio)-N-(4-hydroxy-3-(methylsulfonyl)phenyl)benzamide